1-(5-chloro-2-pyridyl)-4-methyl-pyrazol-3-amine ClC=1C=CC(=NC1)N1N=C(C(=C1)C)N